C1(=CC=CC=C1)C=1N=C(N=NC1C1=CC=CC=C1)SCC(CC)=O 1-[(5,6-diphenyl-1,2,4-triazin-3-yl)sulfanyl]butan-2-one